C(=O)C1C2COCC1CN(C2)C(=O)OC(C)(C)C tert-butyl 9-formyl-3-oxa-7-azabicyclo[3.3.1]nonane-7-carboxylate